FC=1C=C(C=CC1N1CCOCC1)C(C(CC(=O)OCC)C)=O ethyl 4-(3-fluoro-4-morpholinophenyl)-3-methyl-4-oxobutanoate